ClC=1C=C2C(=NC=NC2=C(C1C1=C(C(=CC=C1F)F)O)F)N1CCN(CC1)C(C=C)=O 1-(4-(6-chloro-7-(3,6-difluoro-2-hydroxyphenyl)-8-fluoroquinazolin-4-yl)piperazin-1-yl)prop-2-en-1-one